ClC1=C(C=C(C=C1)C1=CN(C(C=C1)=O)C(C)C)C[C@@H](C(=O)NC1=CC=C(C=C1)C1=NN=CN1C)NC(CC1CCC1)=O (2S)-3-[2-chloro-5-(1-isopropyl-6-oxo-3-pyridyl)phenyl]-2-[(2-cyclobutylacetyl)amino]-N-[4-(4-methyl-1,2,4-triazol-3-yl)phenyl]propanamide